N1(C=NC=C1)C1=NC=CC(=N1)C(=O)NC1CCC(CC1)OC 2-(1H-imidazol-1-yl)-N-((1r,4r)-4-methoxycyclohexyl)pyrimidine-4-carboxamide